1-BUTYL-6-CHLORO-5-FORMYL-4-METHYL-2-OXO-1,2-DIHYDRO-PYRIDINE-3-CARBONITRILE C(CCC)N1C(C(=C(C(=C1Cl)C=O)C)C#N)=O